5-(2-hydroxyethyl)benzaldehyde OCCC=1C=CC=C(C=O)C1